FC=1C=C2C(CC3(CCNCC3)OC2=CC1)=O 6-Fluorospiro[chroman-2,4'-piperidin]-4-one